3-amino-N-(1-((9Z,12Z,15Z)-octadeca-9,12,15-trienoyl)azetidin-3-yl)-2-oxo-1-(4-phenyl-3,4-dihydro-2H-benzo[b][1,4]oxazin-6-yl)-1,2-dihydrothieno[2,3-b]pyrazine-6-carboxamide NC=1C(N(C2=C(N1)SC(=C2)C(=O)NC2CN(C2)C(CCCCCCC\C=C/C\C=C/C\C=C/CC)=O)C2=CC1=C(OCCN1C1=CC=CC=C1)C=C2)=O